(S)-1'-(6-((2-amino-3-chloropyridin-4-yl)thio)-1,2,4-triazin-3-yl)-1,3-dihydrospiro[inden-2,4'-piperidin]-1-amine tartrate C(=O)(O)C(O)C(O)C(=O)O.NC1=NC=CC(=C1Cl)SC1=CN=C(N=N1)N1CCC2(CC1)[C@@H](C1=CC=CC=C1C2)N